Tert-Butyl 2-[[4-(4-amino-3-carbamoyl-pyrazol-1-yl)phenyl]methoxymethyl]piperidine-1-carboxylate NC=1C(=NN(C1)C1=CC=C(C=C1)COCC1N(CCCC1)C(=O)OC(C)(C)C)C(N)=O